4-(((1r,4r)-4-methylcyclohexyl)amino)-2-(methylthio)pyrimidine-5-carbaldehyde CC1CCC(CC1)NC1=NC(=NC=C1C=O)SC